6-({4-methyl-1-[6-(trifluoromethyl)pyridin-3-yl]-1H-1,2,3-triazol-5-yl}methoxy)-2-(propan-2-yl)-1,2,3,4-tetrahydro-2,7-naphthyridine CC=1N=NN(C1COC=1C=C2CCN(CC2=CN1)C(C)C)C=1C=NC(=CC1)C(F)(F)F